1-hydroxy-4-(trifluoromethyl)-1,3-dihydrobenzo[c][1,2]oxaborole-6-carboxylic acid perfluorophenyl ester FC1=C(C(=C(C(=C1F)F)F)F)OC(=O)C=1C=C(C2=C(B(OC2)O)C1)C(F)(F)F